CC1=C(N=C2N(C1=O)C=C(C=C2[C@@H](C)NC2=C(C(=O)O)C=CC=C2)C)N2[C@H](CC2)C(F)(F)F 2-(((R)-1-(3,7-dimethyl-4-oxo-2-((R)-2-(trifluoromethyl)azetidin-1-yl)-4H-pyrido[1,2-a]pyrimidin-9-yl)ethyl)amino)benzoic acid